diethyl ethylmalonate C(C)C(C(=O)OCC)C(=O)OCC